FC=1C=C2C(=C(/C(/C2=CC1)=C/C1=CC=C(C=C1)OC1=CC=C(C=C1)F)C)CC=CC(=O)O 4-(5-Fluoro-1-((Z)-4-(4-fluorophenoxy)benzylidene)-2-methyl-1H-inden-3-yl)-but-2-enoic acid